C(C=C)OC(=O)NC[C@@H](CNC[C@H](CNC(OC(C)(C)C)=O)O)O tert-butyl N-[(2R)-3-[[(2R)-3-(allyloxycarbonylamino)-2-hydroxy-propyl]amino]-2-hydroxy-propyl]carbamate